NC1=C2C(=NC=N1)N(N=C2C#CC2=CC1=C(N(C(=N1)C)C1CC1)C=C2)[C@H]2C[C@@H](N(C2)C(C=C)=O)COC 1-((2R,4S)-4-(4-amino-3-((1-cyclopropyl-2-methyl-1H-benzo[d]imidazol-5-yl)ethynyl)-1H-pyrazolo[3,4-d]pyrimidin-1-yl)-2-(methoxymethyl)pyrrolidin-1-yl)prop-2-en-1-one